3,4-dihydro-2H-1-benzopyran O1CCCC2=C1C=CC=C2